N-{[(1r,4r)-4-(6-chloro-2H-pyrazolo[4,3-c]pyridin-2-yl)cyclohexyl]methyl}-3,5-difluoro-4-[(4-methoxyphenyl)methoxy]benzamide ClC1=CC=2C(C=N1)=CN(N2)C2CCC(CC2)CNC(C2=CC(=C(C(=C2)F)OCC2=CC=C(C=C2)OC)F)=O